BrC=1C=C2C(=NC1)N(C=C2)C(=O)OC(C)(C)C t-butyl 5-bromo-1H-pyrrolo[2,3-b]pyridin-1-carboxylate